phenyl (3-chloro-4-methyl-5-(trifluoromethoxy) phenyl)carbamate ClC=1C=C(C=C(C1C)OC(F)(F)F)NC(OC1=CC=CC=C1)=O